(S)-2-amino-3-(1H-imidazol-4-yl)-N-(4-((trifluoromethyl)thio)benzyl)propanamide N[C@H](C(=O)NCC1=CC=C(C=C1)SC(F)(F)F)CC=1N=CNC1